ClC1=CC(=C(C=C1)C1=NC(=CC2=C1N=C(N(C2=O)C)C)N2C[C@H](OC1(CC1)C2)C2=CC(=NC=C2)C)F (R)-8-(4-chloro-2-fluorophenyl)-2,3-dimethyl-6-(5-(2-methylpyridin-4-yl)-4-oxa-7-azaspiro[2.5]oct-7-yl)pyrido[3,4-d]pyrimidin-4(3H)-one